2-((4-methoxybenzyl)thio)-1-(4-(5-(trifluoromethyl)-1,2,4-oxadiazol-3-yl)phenyl)ethan-1-one COC1=CC=C(CSCC(=O)C2=CC=C(C=C2)C2=NOC(=N2)C(F)(F)F)C=C1